N-(5-((4-(2-(3-chloro-4-(2-chloroethoxy)-5-cyanophenyl)propan-2-yl)phenyl)ethynyl)pyrimidin-2-yl)methanesulfonamide ClC=1C=C(C=C(C1OCCCl)C#N)C(C)(C)C1=CC=C(C=C1)C#CC=1C=NC(=NC1)NS(=O)(=O)C